FC=1C=C(C=CC1OCCOC)NC(=O)C=1C2=C(N=C(N1)N1C=NC=C1)C=CN2 N-(3-fluoro-4-(2-methoxyethoxy)phenyl)-2-(1H-imidazol-1-yl)-5H-pyrrolo[3,2-d]pyrimidine-4-carboxamide